2-((2S,3R,4R,5R)-2-((bis(4-methoxyphenyl)(phenyl)methoxy)methyl)-5-(2,4-dioxo-3,4-dihydro-pyrimidin-1(2H)-yl)-4-fluorotetrahydrofuran-3-yl)-N-hydroxyacetimidamide COC1=CC=C(C=C1)C(OC[C@H]1O[C@H]([C@@H]([C@@H]1CC(NO)=N)F)N1C(NC(C=C1)=O)=O)(C1=CC=CC=C1)C1=CC=C(C=C1)OC